2-(6-(2,6-diazaspiro[3.3]heptan-2-yl)pyrimidin-4-yl)-4-(1H-1,2,3-triazol-1-yl)-1,2-dihydro-3H-pyrazol-3-one C1N(CC12CNC2)C2=CC(=NC=N2)N2NC=C(C2=O)N2N=NC=C2